3-chloro-2-(methylsulfanyl)aniline tert-butyl-N-[(3R)-7-(5-tert-butyl-1,3,4-oxadiazol-2-yl)-1,1,4-trioxo-3,5-dihydro-2H-1λ6,5-benzothiazepin-3-yl]carbamate C(C)(C)(C)OC(N[C@H]1CS(C2=C(NC1=O)C=C(C=C2)C=2OC(=NN2)C(C)(C)C)(=O)=O)=O.ClC=2C(=C(N)C=CC2)SC